C(C1=CC=CC=C1)(=O)OC(C(F)(F)F)[C@H]1[C@@H]2CCN([C@H]([C@H]2CCC1)C)C(CC1=C(C(=CC=C1C#N)OC)Cl)=O [1-[(1S,4aR,5R,8aS)-2-[2-(2-chloro-6-cyano-3-methoxyphenyl)acetyl]-1-methyl-3,4,4a,5,6,7,8,8a-octahydro-1H-isoquinolin-5-yl]-2,2,2-trifluoroethyl] benzoate